(4-(Cyclopropyl)butoxy)-4-(1-(methyl-d3)-1,2,5,6-tetrahydropyridin-3-yl)-1,2,5-thiadiazole C1(CC1)CCCCOC1=NSN=C1C=1CN(CCC1)C([2H])([2H])[2H]